BrC=1C(=C(N)C(=CC1)[N+](=O)[O-])OC(F)F 3-bromo-2-(difluoromethoxy)-6-nitroaniline